butyl 4-[tert-butyl(dimethyl)silyl]oxy-3-[[tert-butyl(dimethyl)silyl]oxymethyl]but-2-enoate [Si](C)(C)(C(C)(C)C)OCC(=CC(=O)OCCCC)CO[Si](C)(C)C(C)(C)C